Dimethylsilylbis(n-butylcyclopentadienyl)hafnium C[SiH](C)[Hf](C1(C=CC=C1)CCCC)C1(C=CC=C1)CCCC